BrC1=C(C=NC=C1)OCC1(N(CC1)C(=O)OC(C)(C)C)C tert-butyl 2-{[(4-bromopyridin-3-yl)oxy]methyl}-2-methylazetidine-1-carboxylate